N[C@@H](CC1=CC(=CC(=C1)F)F)C=1N(C(C2=C(N1)N=C(C(=C2)Cl)OC)=O)C=2C=CC(=C1C(=NN(C21)C)NS(=O)(=O)C)Cl (S)-N-(7-(2-(1-amino-2-(3,5-difluorophenyl)ethyl)-6-chloro-7-methoxy-4-oxopyrido[2,3-d]pyrimidin-3(4H)-yl)-4-chloro-1-methyl-1H-indazol-3-yl)methanesulfonamide